((7-methoxy-2-methyl-1,2,3,4-tetrahydroisoquinolin-6-yl)amino)-5-((3-methylpyridin-2-yl)amino)-1,2,4-triazine-6-carboxamide COC1=C(C=C2CCN(CC2=C1)C)NC=1N=NC(=C(N1)NC1=NC=CC=C1C)C(=O)N